OC1=CC=C2C[C@@H](NCC2=C1)C(=O)N[C@@H](C(C)C)CN1CCC(CC1)OC (3R)-7-hydroxy-N-{(1S)-2-methyl-1-[(4-methoxypiperidin-1-yl)methyl]Propyl}-1,2,3,4-tetrahydroisoquinoline-3-carboxamide